C(C)(C)N(S(=O)(=O)CC1=CC=C(C=C1)OC)C1=CC=C(C=C1)B(O)O 4-[isopropyl-(4-methoxybenzyl)sulfonamido]phenylboronic acid